Tert-butyl 5-(5-chloro-2,3-difluorophenyl)-3,6-dihydropyridine-1(2H)-carboxylate ClC=1C=C(C(=C(C1)C1=CCCN(C1)C(=O)OC(C)(C)C)F)F